CN1C[C@@H](CC1=O)OC(=O)N1CCN(CC1)C1=NC=2N(C=C1)N=CC2C=2C(=NC=C(C2)F)OC2CC2.C(#N)C2(C(C2)C2=CC=C(C=C2)C(C)(C)C)C#N 1,1-dicyano-2-(4-tert-butylphenyl)cyclopropane [(3R)-1-methyl-5-oxo-pyrrolidin-3-yl]4-[3-[2-(cyclopropoxy)-5-fluoro-3-pyridyl]pyrazolo[1,5-a]pyrimidin-5-yl]piperazine-1-carboxylate